benzyl (8-fluoro-2,2,5-trimethyl-4-oxo-5,10-diaza-3-oxaundecan-10-yl)carboxylate FC(CCN(C(OC(C)(C)C)=O)C)CN(C)C(=O)OCC1=CC=CC=C1